NCCNCCN di-(2-aminoethyl)amine